C(C)(C)(C)OC(=O)N1CC2(C1)CC(C2)=CC2=C(C=C(C=C2)F)C(F)(F)F 6-[[4-fluoro-2-(trifluoromethyl)phenyl]methylene]-2-azaspiro[3.3]heptane-2-carboxylic acid tert-butyl ester